FC(C(=O)NC1=CC=C2C=NN(C2=C1F)C(C1=CC=CC=C1)(C1=CC=CC=C1)C1=CC=CC=C1)(F)F 2,2,2-trifluoro-N-(7-fluoro-1-trityl-1H-indazol-6-yl)acetamide